OC1(CCN(CC1)C(=O)[C@H]1[C@@H](CN(CC1)C(=O)C1=C(N=C(S1)C=1C=NC(=CC1)C)C)C1=CC=CC=C1)CN1C=NC=2N(C3=CC=CC=C3C2C1=O)C 3-[[4-hydroxy-1-[(3R,4R)-1-[4-methyl-2-(6-methyl-3-pyridyl)thiazole-5-carbonyl]-3-phenyl-piperidine-4-carbonyl]-4-piperidinyl]methyl]-9-methyl-pyrimido[4,5-b]indol-4-one